(3S,4S)-4-(difluoromethyl-d)-3-methylpiperidine-3-carboxylic acid FC([C@@H]1[C@@](CNCC1)(C(=O)O)C)([2H])F